5-(6-bromo-3-cyanopyrazolo[1,5-a]pyridin-4-yl)-4-methyl-2,6-diazabicyclo[3.2.0]heptane-4-carboxylic acid BrC=1C=C(C=2N(C1)N=CC2C#N)C21C(CNC1CN2)(C(=O)O)C